2,3-dipropyl-4-butyl-2-methyl-butyl-1,5-pentanediol C(CC)C(CC(CCCCO)O)(C(CCCCC)CCC)C